P(=O)(O)(O)OC[C@@H](O)[C@@H](O)[C@H](O)[C@H](O)CO 1-phosphomannitol